2-(Azidomethyl)-3a,4,5,6,7,7a-hexahydro-1H-benzo[d]Imidazole N(=[N+]=[N-])CC1=NC2C(N1)CCCC2